2-((1H-imidazol-1-yl)methyl)-7-chloro-1-methyl-5-phenyl-1,5-dihydro-4H-imidazo[4,5-c]quinolin-4-one N1(C=NC=C1)CC=1N(C2=C(C(N(C=3C=C(C=CC23)Cl)C2=CC=CC=C2)=O)N1)C